CC1(COC1)OC(C=CC=1C(=CN2C=CC=CC12)C1=CC=C(C=C1)Cl)=O 2-(4-chlorophenyl)indolizineacrylic acid (3-methyl-3-oxetanyl) ester